(6-hydroxy-2,5,7,8-tetramethylchroman-2-yl)((S)-2-(hydroxymethyl)pyrrolidin-1-yl)methanone OC=1C(=C2CCC(OC2=C(C1C)C)(C)C(=O)N1[C@@H](CCC1)CO)C